COC([C@H]1N(CCC1)C1(N=CC=2C(=N1)N(NC2)C2=CC=C(C=C2)C(C)(C)C)C2NCCC2(F)F)=O (S)-N-(1-(4-(tert-butyl)phenyl)-6-(3,3-difluoro-pyrrolidin-2-yl)-1H-pyrazolo[3,4-d]pyrimidin-6-yl)-L-proline methyl ester